C(C)OC1=NN(C(=C1C)NC(=O)N[C@H]1CN(CC1C1=CC(=CC=C1)F)CC(F)(F)F)C1=CC=CC=C1 1-(3-ethoxy-4-methyl-1-phenyl-1H-pyrazol-5-yl)-3-((3R,3S)-4-(3-fluorophenyl)-1-(2,2,2-trifluoroethyl)pyrrolidin-3-yl)urea